C1(CC1)C([C@@H](C(=O)NC=1C=NN(C1)C(CC(F)F)C1=NN=NN1CC(F)F)NC(=O)C1=NON=C1C)C1CC1 N-[(1S)-1-(dicyclopropyl-methyl)-2-[[1-[1-[1-(2,2-difluoroethyl)tetrazol-5-yl]-3,3-difluoro-propyl]pyrazol-4-yl]amino]-2-oxo-ethyl]-4-methyl-1,2,5-oxadiazole-3-carboxamide